2-(6-bromo-5-fluoro-4-methoxy-1-oxophthalazin-2-yl)-N-(5-fluoropyrimidin-2-yl)acetamide BrC=1C(=C2C(=NN(C(C2=CC1)=O)CC(=O)NC1=NC=C(C=N1)F)OC)F